CNCC1CCCC=2SC=CC21 N-methyl-1-(4,5,6,7-tetrahydrobenzo[b]thiophen-4-yl)methanamine